3'-(propane-2,2-diylbis(sulfanediyl)) dipropionate C(CC)(=O)OSC(C)(C)SOC(CC)=O